C(C)(C)(C)OC(=O)NNC(=O)C1=C2CCCN(C2=CC=C1)C(=O)OC(C)(C)C tert-butyl 5-{N'-[(tert-butoxy)carbonyl]hydrazinecarbonyl}-1,2,3,4-tetrahydroquinoline-1-carboxylate